ClC=1C=2C(N=C3N(C2C=CC1)C1=CC(=CC=C1C31CCCCC1)C1CCN(CC1)CC(=O)N1CC3(C1)CCN(CC3)C=3C=C(C=CC3F)N3C(CCCC3=O)=O)=O (3-(2-(2-(4-(4'-chloro-5'-oxo-5'H-spiro[cyclohexane-1,7'-indolo[1,2-a]quinazolin]-10'-yl)piperidin-1-yl)acetyl)-2,7-diazaspiro[3.5]nonan-7-yl)-4-fluorophenyl)piperidine-2,6-dione